ClC=1C=C(CN(C(\C=C\C2=CC(=C(C=C2)O)OC)=O)C2=CC=C(C(=O)NC)C=C2)C=CC1 (E)-4-(N-(3-chlorobenzyl)-3-(4-hydroxy-3-methoxyphenyl)acrylamido)-N-methylbenzamide